1-(3-bromo-5-fluoropyridin-4-yl)-2,2,2-trifluoroethan-1-one BrC=1C=NC=C(C1C(C(F)(F)F)=O)F